Cl.ClC1=CC=C(CNC(=NC2=NC(=CC(=N2)C2=CC=C(C=C2)OC)C2=CC(=CC=C2)[N+](=O)[O-])N)C=C1 1-(4-chlorobenzyl)-2-(4-(4-methoxyphenyl)-6-(3-nitrophenyl)pyrimidin-2-yl)guanidine hydrochloride